P(=O)([O-])([O-])[O-].[Zn+2].[Ca+2].[Ag+] silver-calcium zinc phosphate